3-(3-((tert-butyldimethylsilyl)oxy)azetidin-1-yl)-4-chloroaniline [Si](C)(C)(C(C)(C)C)OC1CN(C1)C=1C=C(N)C=CC1Cl